CS(=O)(=O)OC[C@@H]1[C@H]([C@]2([C@](C3=NC=C(C=C3O2)Cl)([C@@H]1O)O)C1=CC=C(C=C1)Br)C1=CC=CC=C1 |r| rac-((5aR,6S,7S,8R,8aS)-5a-(4-bromophenyl)-3-chloro-8,8a-dihydroxy-6-phenyl-5a,7,8,8a-tetrahydro-6H-cyclopenta[4,5]furo[3,2-b]pyridin-7-yl)methyl methanesulfonate